C(C=C)(=O)OCCC[Si](O[Si](C=C)(C)C)(O[Si](C=C)(C)C)O[Si](C)(C)C=C acryloxypropyltris(vinyldimethylsiloxy)silane